O1CCCOCC1 1,5-dioxepan